OCCCCCCCCCCCCS(=O)(=O)O hydroxydodecylsulfonic acid